5-[[4-[(2-amino-2-imino-ethyl)carbamoylamino]-3-fluoro-phenyl]sulfonylamino]thiazole-4-carboxylic acid NC(CNC(=O)NC1=C(C=C(C=C1)S(=O)(=O)NC1=C(N=CS1)C(=O)O)F)=N